bis(1,2,2,6,6-pentamethyl-4-piperidyl) malonate (hydroxybenzyl)-2-n-butylmalonate OC(C1=CC=CC=C1)OC(C(C(=O)O)CCCC)=O.C(CC(=O)OC1CC(N(C(C1)(C)C)C)(C)C)(=O)OC1CC(N(C(C1)(C)C)C)(C)C